ClC1=C(C=2N(C=C1)C(=CN2)S(=O)(=O)NC=2C(=NC(=C(C2)F)OCC(F)F)OC)F 7-chloro-N-[6-(2,2-difluoroethoxy)-5-fluoro-2-methoxy-3-pyridyl]-8-fluoro-imidazo[1,2-a]pyridine-3-sulfonamide